OC1=C(CC(CC1)(C1=CC=CC=C1)C=1N=NN(N1)C(C1=CC=CC=C1)(C1=CC=CC=C1)C1=CC=CC=C1)C(=O)OC Methyl 4-hydroxy-1-(2-trityl-2H-tetrazol-5-yl)-1,2,5,6-tetrahydro-[1,1'-biphenyl]-3-carboxylate